tert-butyl 3-(3-amino-2-chloro-5-cyanophenyl)-3,8-diazabicyclo[3.2.1]octane-8-carboxylate NC=1C(=C(C=C(C1)C#N)N1CC2CCC(C1)N2C(=O)OC(C)(C)C)Cl